C(CCCCC(=O)OCC(CC)(CO)CO)(=O)OCC(CC)(CO)CO bis[2,2-bis(hydroxymethyl) butyl] adipate